CC(C)(C)[S@](=O)N[C@H](C)C=1C=NC(=CC1)C (S)-2-methyl-N-[(1R)-1-(6-methylpyridin-3-yl)ethyl]propane-2-sulfinamide